BrC=1C=C(C(=C(\C=N\NC(C2=CC=C(C=C2)Cl)=O)C1)O)F (E)-N'-(5-bromo-3-fluoro-2-hydroxybenzylidene)-4-chlorobenzoyl-hydrazine